6-chloro-3-(2-ethoxypyridin-3-yl)-1-((2-(trimethylsilyl)ethoxy)methyl)-1H-pyrrolo[2,3-b]pyridine ClC1=CC=C2C(=N1)N(C=C2C=2C(=NC=CC2)OCC)COCC[Si](C)(C)C